CC(C(=O)O)(C[C@@H](C(=O)O)NC(=O)C1=CC=C(NCC2=CN=C3N=C(N)NC(=O)C3=N2)C=C1)C.CC(C(=O)O)(C[C@@H](C(=O)O)NC(=O)C1=CC=C(NCC2=CN=C3N=C(N)NC(=O)C3=N2)C=C1)C dimethyl-folic acid (dimethylfolate)